ClC1=C(C=CC2=C1C(=NCC=1N2C(=NN1)C)C=1C=C(C=CC1F)O)C(F)(F)F 3-[7-Chloro-1-methyl-8-(trifluoromethyl)-4H-[1,2,4]triazolo[4,3-a][1,4]benzodiazepine-6-Yl]-4-fluoro-phenol